BrC=1C=C(C(=NC1)N)O[C@H](C)C1=C(C=CC(=C1)F)C1=NN(C=C1CC=1C=NN(C1Br)CC)C 5-bromo-3-[(1R)-1-(2-{4-[(5-bromo-1-ethyl-1H-pyrazol-4-yl)methyl]-1-methyl-1H-pyrazol-3-yl}-5-fluorophenyl)ethoxy]pyridin-2-amine